benzyl 4-oxo-2-(4-(trifluoromethoxy)phenyl)-3,4-dihydropyridine-1(2H)-carboxylate O=C1CC(N(C=C1)C(=O)OCC1=CC=CC=C1)C1=CC=C(C=C1)OC(F)(F)F